tert-butyl (4-(chloromethyl)phenyl)carbamate ClCC1=CC=C(C=C1)NC(OC(C)(C)C)=O